C1(CC1)COC=1C=C(C=CC1OC)C(CN1C(=CC(C=C1C)=O)C)=NOCSC 1-(2-(3-cyclopropylmethoxy-4-methoxyphenyl)-2-(methylthiomethoxyimino)ethyl)-2,6-dimethylpyridin-4(1H)-one